4-{[(2R)-2-Bromo-butanoyl]amino}-2-fluorobenzamid Br[C@@H](C(=O)NC1=CC(=C(C(=O)N)C=C1)F)CC